The molecule is a linear tetrasaccharide comprising three L-glycero-alpha-D-manno-heptose residues and a 3-deoxy-alpha-D-manno-oct-2-ulosonic acid (2-keto-3-deoxy-alpha-D-mannooctanoic acid, alpha-Kdo) residue in a (1->7), (1->3), (1->5) sequence. C1[C@H]([C@H]([C@H](O[C@]1(C(=O)O)O)[C@@H](CO)O)O[C@@H]2[C@H]([C@H]([C@@H]([C@H](O2)[C@H](CO)O)O)O[C@@H]3[C@H]([C@H]([C@@H]([C@H](O3)[C@H](CO[C@@H]4[C@H]([C@H]([C@@H]([C@H](O4)[C@H](CO)O)O)O)O)O)O)O)O)O)O